4-(2-(pyrimidin-4-yl)-5-(4-(m-tolyl)-1H-pyrazol-1-yl)pyrazolo[1,5-a]pyrimidin-7-yl)morpholine N1=CN=C(C=C1)C1=NN2C(N=C(C=C2N2CCOCC2)N2N=CC(=C2)C=2C=C(C=CC2)C)=C1